COC=1C=CC(=NC1)C(=O)N[C@H](C(CC(=O)OC)=O)C Methyl (S)-4-(5-methoxypicolinamido)-3-oxopentanoate